1,2-diethylethylethylene C(C)C(CCC)C=C